IC1=C(C=CC=C1)C=1N(C2=CC(=C(C=C2C1)C)C)C(C(=C)C)=O 1-(2-(2-iodophenyl)-5,6-dimethyl-1H-indol-1-yl)-2-methylprop-2-en-1-one